1-chloro-3-(4-(2-(4-(2-hydroxy-3-morpholinopropoxy)phenyl)propan-2-yl)-2-iodophenoxy)propan-2-ol ClCC(COC1=C(C=C(C=C1)C(C)(C)C1=CC=C(C=C1)OCC(CN1CCOCC1)O)I)O